1-(5-(3-aminoisoquinolin-7-yl)-1H-pyrazol-3-yl)-3-(4-((4-methylpiperazin-1-yl)methyl)-3-(trifluoromethyl)phenyl)urea NC=1N=CC2=CC(=CC=C2C1)C1=CC(=NN1)NC(=O)NC1=CC(=C(C=C1)CN1CCN(CC1)C)C(F)(F)F